OCCNC(CCC(=O)NC1=CC=CC2=CC=CC=C12)=O N-(2-hydroxyethyl)-N'-1-naphthylsuccinamide